4-methoxymethyl-1,3-dioxolan-2-one COCC1OC(OC1)=O